ClC=1C(=C(C=C(C1)Cl)C(\C=C\N(C)C)=O)O (E)-1-(3,5-dichloro-2-hydroxyphenyl)-3-(dimethylamino)-2-propen-1-one